aminomethanamide NNC=O